3-(4-bromophenylsulfonyl)acrylic acid (E)-methyl ester COC(\C=C\S(=O)(=O)C1=CC=C(C=C1)Br)=O